N,N-dimethyl-4,5-dichloro-3,3-dimethylpentanamide CN(C(CC(C(CCl)Cl)(C)C)=O)C